Pentacosa-12,15,18-trienoic acid C(CCCCCCCCCCC=CCC=CCC=CCCCCCC)(=O)O